(R)-1-((tert-butoxycarbonyl) amino) propan-2-ylmethanesulfonate CC(C)CS(=O)(=O)ONC(=O)OC(C)(C)C